(4-bromophenyl)(methyl)aminomethylthio fluoride BrC1=CC=C(C=C1)C(SF)NC